(5-nitrothiophen-2-yl)acrylamide [N+](=O)([O-])C1=CC=C(S1)C(C(=O)N)=C